ClC=1NN(C(=CC1)Cl)C=1SC2=C(N1)CCC2 3,6-dichloro-N-(5,6-dihydro-4H-cyclopenta[d][1,3]thiazol-2-yl)pyridazine